(6-(8-oxa-3-azabicyclo[3.2.1]oct-3-yl)-4-(3,3-dimethylmorpholino)pyridazin-3-yl)methylamine C12CN(CC(CC1)O2)C2=CC(=C(N=N2)CN)N2C(COCC2)(C)C